CC1(CCC2(C3=CC(=C(C=C13)C)C(=C)C1=CC=C(C(=O)O)C=C1)CC2)C 4-(1-(4',4',6'-trimethyl-3',4'-dihydro-2'H-spiro[cyclopropane-1,1'-naphthalene]-7'-yl)vinyl)benzoic acid